N-(1H-pyrazol-3-yl)-3-o-tolyl-1,2,3,4-tetrahydroquinazoline-7-carboxamide N1N=C(C=C1)NC(=O)C1=CC=C2CN(CNC2=C1)C1=C(C=CC=C1)C